9-ethyl-3-(5-(pyridin-2-yl)-1H-1,2,3-triazol-1-yl)-9H-carbazole C(C)N1C2=CC=CC=C2C=2C=C(C=CC12)N1N=NC=C1C1=NC=CC=C1